4-{[(6-chloropyridin-3-yl)methyl](2,3-difluorobenzyl)amino}furan-2(5H)-one ClC1=CC=C(C=N1)CN(C1=CC(OC1)=O)CC1=C(C(=CC=C1)F)F